N=1N=CN2C1C=CC(=C2)C=2C(=CC(=NC2)Cl)N2C[C@H](CCC2)O (S)-1-(5-([1,2,4]triazolo[4,3-a]pyridin-6-yl)-2-chloropyridin-4-yl)piperidin-3-ol